ClC1=CC=CC=2N=C(OC21)[C@H]2CC[C@@H](CN2)NC(COC2=CC(=C(C=C2)Cl)F)=O N-[(3S,6R)-6-(7-Chloro-1,3-benzoxazol-2-yl)piperidin-3-yl]-2-(4-chloro-3-fluorophenoxy)acetamid